O1C(=CC=C1)C(=O)NC=1C=C2C(=CNC2=CC1)C1CCN(CC1)C(C)C 5-(2-furoyl)amino-3-(1-isopropylpiperidin-4-yl)-1H-indole